(E)-N-(4-(3-chloro-4-(pyridin-2-ylmethoxy)phenyl)-5,6-dihydro-4H-pyrido[2,3,4-de]quinazolin-7-yl)-4-(isopropylamino)but-2-enamide ClC=1C=C(C=CC1OCC1=NC=CC=C1)N1CCC=2C=3C1=NC=NC3C=CC2NC(\C=C\CNC(C)C)=O